NC1=NC=NN2C1=CC=C2C=2C=C(C(=NC2)OC)C(=O)N[C@@H]2CN(C[C@@H]2F)C([C@@](C(F)(F)F)(C)O)=O 5-{4-aminopyrrolo[2,1-f][1,2,4]triazin-7-yl}-N-[(3R,4S)-4-fluoro-1-[(2R)-3,3,3-trifluoro-2-hydroxy-2-methylpropanoyl]pyrrolidin-3-yl]-2-methoxypyridine-3-carboxamide